5-methyl-N-[[4-(1-methylimidazol-2-yl)-2,5-dioxo-imidazolidin-4-yl]methyl]-1-(4-pyridyl)pyrazole-4-carboxamide CC1=C(C=NN1C1=CC=NC=C1)C(=O)NCC1(NC(NC1=O)=O)C=1N(C=CN1)C